C(C)N1N=C(C(=C1)C=1C(=NC=CC1C1=C2C(=CN=C1)SC(=C2)C#N)F)C(F)(F)F 4-(3-(1-Ethyl-3-(trifluoromethyl)-1H-pyrazol-4-yl)-2-fluoropyridin-4-yl)thieno(2,3-c)pyridine-2-carbonitrile